4-[(4-{3-[(4-methyl-1,2,4-triazol-3-yl)methyl]oxetan-3-yl}-6-(6-{[(3S)-3-methylpiperidin-1-yl]methyl}-1-oxo-4-(trifluoromethyl)-3H-isoindol-2-yl)pyridin-2-yl)amino]butanenitrile CN1C(=NN=C1)CC1(COC1)C1=CC(=NC(=C1)N1C(C2=CC(=CC(=C2C1)C(F)(F)F)CN1C[C@H](CCC1)C)=O)NCCCC#N